Cl.N[C@@H](CC(=O)O)CN1N=C(N=N1)C1=C(C=C(C=C1)OCCC1=NC=CC=C1)F (S)-3-amino-4-(5-(2-fluoro-4-(2-(pyridin-2-yl)ethoxy)phenyl)-2H-tetrazol-2-yl)butanoic acid hydrochloride